(phenylsulfonyl)porphyrin C1(=CC=CC=C1)S(=O)(=O)C1=C2NC(=C1)C=C1C=CC(=N1)C=C1C=CC(N1)=CC=1C=CC(N1)=C2